ClC1=C(C=NNC(N)=N)C=CC(=C1Cl)Cl 2-(2,3,4-trichlorobenzylidene)hydrazine-carboximidamide